glutamic acid tetrasodium salt [Na+].[Na+].[Na+].[Na+].N[C@@H](CCC(=O)[O-])C(=O)[O-].N[C@@H](CCC(=O)[O-])C(=O)[O-]